C1=C(C=CC2=CC=CC=C12)COC1=CC=CC2=COC=C12 7-(naphthalen-2-ylmethoxy)isobenzofuran